4-phenyl-1-(3-(pyridin-4-yl)-1H-pyrazol-5-yl)piperidin-2-one C1(=CC=CC=C1)C1CC(N(CC1)C1=CC(=NN1)C1=CC=NC=C1)=O